C(C)C12C3C(C(C=C1)C2)C(=O)OC3=O ethyl-5-norbornene-2,3-dicarboxylic anhydride